butsulfonyl chloride C(CCC)S(=O)(=O)Cl